ClC=1C=CC=C2C(C=C(OC12)C1=CC=C(C=C1)OCC1CC(C1)O)=O 8-chloro-2-[4-[(3-hydroxycyclobutyl)methoxy]phenyl]chromen-4-one